1-(2-amino-6-methylpyridin-3-yl)-N-((5-phenyl-1,3,4-thiadiazol-2-yl)methyl)-1H-1,2,3-triazole-4-carboxamide NC1=NC(=CC=C1N1N=NC(=C1)C(=O)NCC=1SC(=NN1)C1=CC=CC=C1)C